C(C)(C)(C)OC[SiH2][Se][SiH2]COC(C)(C)C bis(tert-butoxymethylsilyl)selenide